2-(cyanomethyl)-5-methylpiperazine-1,4-dicarboxylate C(#N)CC1N(CC(N(C1)C(=O)[O-])C)C(=O)[O-]